NC1=C2N=CN(C2=NC(=N1)F)[C@H]1C[C@@H]([C@@](O1)(C#C)COP(=O)(OC1=CC=CC=C1)N[C@@H](C)C(=O)OC(CCCCCCCCCC)CCCCCCCCCC)O Henicosan-11-yl ((((2R,3S,5R)-5-(6-amino-2-fluoro-9H-purin-9-yl)-2-ethynyl-3-hydroxytetrahydrofuran-2-yl) methoxy) (phenoxy) phosphoryl)-L-alaninate